CC=1C=C2[C@@H](C[C@@H](N(C2=CC1)C(=O)OC(C)(C)C)CCC)NC(=O)C=1C(NC(=C(C1)C1=CC=CC=C1)C(F)(F)F)=O (2S,4R)-tert-butyl 6-methyl-4-(2-oxo-5-phenyl-6-(trifluoromethyl)-1,2-dihydropyridine-3-carboxamido)-2-propyl-3,4-dihydroquinoline-1(2H)-carboxylate